4-[(2S)-2-amino-2-(6-methoxy-1,3-benzothiazol-2-yl)ethyl]benzonitrile N[C@@H](CC1=CC=C(C#N)C=C1)C=1SC2=C(N1)C=CC(=C2)OC